5-methyl-[1,2,3]triazolo[1,5-a]pyridine CC1=CC=2N(C=C1)N=NC2